Methyl 2-(2,4-dichlorophenyl)-2-((pyridin-3-ylmethyl)amino)acetate ClC1=C(C=CC(=C1)Cl)C(C(=O)OC)NCC=1C=NC=CC1